aminomethyl-(2,3-diaminopropionic acid) NCC(C(=O)O)(CN)N